3-chloroquinoxalin-6-ol ClC=1C=NC2=CC=C(C=C2N1)O